NC1=C(C=C(C=C1)Br)NC1(CN(CC1)CCOC1=C(C=NN1C)C1=CC(=CN(C1=O)C)C(=O)OC)C methyl 5-[5-(2-{3-[(2-amino-5-bromophenyl) amino]-3-methylpyrrolidin-1-yl} ethoxy)-1-methylpyrazol-4-yl]-1-methyl-6-oxopyridine-3-carboxylate